2-(3-(3-((R)-fluoro(4-methyl-4H-1,2,4-triazol-3-yl)methyl)oxetan-3-yl)phenyl)-6-(((S)-2-isopropyl-4-(oxetan-3-yl)piperazin-1-yl)methyl)-4-(trifluoromethyl)isoindolin-1-one F[C@H](C1(COC1)C=1C=C(C=CC1)N1C(C2=CC(=CC(=C2C1)C(F)(F)F)CN1[C@H](CN(CC1)C1COC1)C(C)C)=O)C1=NN=CN1C